COC(=O)C1=CC2=C(N(C(=N2)NC=2SC3=C(N2)C=CC(=C3)S(=O)(=O)C)C)C=C1 2-(6-Methanesulfonyl-benzothiazol-2-ylamino)-1-methyl-1H-benzoimidazole-5-carboxylic acid methyl ester